ClC=1C=C(CCN2CC(OCCC2)COC2=CC=C(C=C2)N(S(=O)(=O)C)C)C=CC1 N-(4-((4-(3-chlorophenethyl)-1,4-oxazepan-2-yl)methoxy)phenyl)-N-methylmethanesulfonamide